butenedioic acid monopotassium salt [K+].C(C=CC(=O)O)(=O)[O-]